N,N-bis-(3-aminopropyl)methyl-amine NCCCN(CCCN)C